N1=CC(=C2OCCCN21)NC(=O)C=2C=NC(=CC2)C(F)(F)F N-{5H,6H,7H-pyrazolo[3,2-b][1,3]oxazin-3-yl}-6-(trifluoromethyl)pyridine-3-carboxamide